BrC1=CC2=C(N(C(N(C2=O)CC2=CC=C(C=C2)OC)=O)CC2=CC=C(C=C2)OC)N=C1 6-bromo-1,3-bis(4-methoxybenzyl)pyrido[2,3-d]pyrimidine-2,4(1H,3H)-dione